5-hydroxy-methoxymethyl-1-aza-3,7-dioxabicyclo[3.3.0]octane OC12COC(N2COC1)COC